1,2-dihydro-2-phenyl-3H-pyrazol-3-one C1(=CC=CC=C1)N1NC=CC1=O